N-(3-triethoxysilylpropyl)perfluorooctanamide C(C)O[Si](CCCNC(C(C(C(C(C(C(C(F)(F)F)(F)F)(F)F)(F)F)(F)F)(F)F)(F)F)=O)(OCC)OCC